CCC(COCCOCC(CC)N)N 5,8-Dioxadodecan-3,10-diamin